3,3',6'-trihydroxy-3,4-dihydro-5H-spiro[furan-2,9'-xanthen]-5-one OC1CC(OC12C1=CC=C(C=C1OC=1C=C(C=CC21)O)O)=O